(S)-4-amino-1-((4-ethyl-8-fluoro-4-hydroxy-9-methoxy-3,14-dioxo-3,4,12,14-tetrahydro-1H-pyrano[3',4':6,7]indolizino[1,2-b]quinolin-11-yl)methyl)-1-methylpiperidin-1-ium NC1CC[N+](CC1)(C)CC1=C2C(=NC=3C=C(C(=CC13)OC)F)C1=CC3=C(C(N1C2)=O)COC([C@]3(O)CC)=O